(E)-6-(4-hydroxy-6-methoxy-7-methyl-3-oxo-1H-2-benzofuran-5-yl)-4-methylhexa-4-enoic acid OC1=C(C(=C(C=2COC(C21)=O)C)OC)C/C=C(/CCC(=O)O)\C